Methyl 2-Methyl-5-(2-methyl-4-nitrobenzoyl)benzoate CC1=C(C(=O)OC)C=C(C=C1)C(C1=C(C=C(C=C1)[N+](=O)[O-])C)=O